C(#N)C(=C1C=C(CC(C1)(C)C)/C=C/C1=CC=C(C=C1)NCCCCC1=C(C=CC=C1)P(C1=CC=CC=C1)C1=CC=CC=C1)C#N (E)-(4-((4-(2-(3-(dicyanomethylene)-5,5-dimethylcyclohex-1-en-1-yl)vinyl)phenyl)amino)butyl)triphenylphosphine